ClC=1NC=C2C(N(CCC21)C2CC2)=O 1-chloro-5-cyclopropyl-2,5,6,7-tetrahydro-4H-pyrrolo[3,4-c]pyridin-4-one